7-isopropoxy-2-(1-methyl-2-oxabicyclo[2.1.1]hexan-4-yl)-N-(1-((1R,2S)-2-methylcyclopropyl)-2-oxo-1,2-dihydropyridin-3-yl)imidazo[1,2-a]pyrimidine-6-carboxamide C(C)(C)OC1=NC=2N(C=C1C(=O)NC=1C(N(C=CC1)[C@H]1[C@H](C1)C)=O)C=C(N2)C21COC(C2)(C1)C